Cl.BrC=1C=C(C=CC1)C1CNCC1 3-(3-Bromophenyl)pyrrolidine hydrochloride